[2,6-difluoro-3-(pyrrol-1-yl)phenyl]titanium FC1=C(C(=CC=C1N1C=CC=C1)F)[Ti]